S1C(=CC2=C1CNC2)CNC(=O)[C@@H]2CC1(C=3N2C(C(=NC3)NCC3=CC(=CC(=C3)C)C)=O)CC1 (S)-N-((5,6-dihydro-4H-thieno[2,3-c]pyrrol-2-yl)methyl)-3'-((3,5-dimethylbenzyl)amino)-4'-oxo-6',7'-dihydro-4'H-spiro[cyclopropane-1,8'-pyrrolo[1,2-a]pyrazine]-6'-carboxamide